C(C)[C@H]1COCC(N1C1=NC(=CC(=C1)CS(=O)(=O)N(C)C)C1=CC=C2C(=N1)C=C(N2)CO[Si](C(C)C)(C(C)C)C(C)C)=O (S)-1-(2-(3-ethyl-5-oxomorpholino)-6-(2-(((triisopropylsilyl)oxy)methyl)-1H-pyrrolo[3,2-b]pyridin-5-yl)pyridin-4-yl)-N,N-dimethylmethanesulfonamide